ethyl 3-((R)-3-(5-(difluoromethoxy)-2-fluorophenyl)-1-isopropyl-4,5,6,7-tetrahydro-1H-indazole-6-carboxamido)-3-methylpyrrolidine-1-carboxylate FC(OC=1C=CC(=C(C1)C1=NN(C=2C[C@@H](CCC12)C(=O)NC1(CN(CC1)C(=O)OCC)C)C(C)C)F)F